2-fluoro-benzonitril FC1=C(C#N)C=CC=C1